(S)-2-amino-6-diazo-5-oxohexanoic acid phenylpropyl ester C1(=CC=CC=C1)CCCOC([C@H](CCC(C=[N+]=[N-])=O)N)=O